FC[C@H]1[C@@H](C1)C(=O)O trans-2-(fluoromethyl)cyclopropane-1-carboxylic acid